Cl.C(CCCC)(=O)N pentanamide hydrogen chloride